BrC=1C(=C2C(N(C=NC2=CC1)C1=CC=CC=C1)=O)C 6-Bromo-5-methyl-3-phenylquinazolin-4(3H)-one